(5-chloro-8-quinolinoxy)acetic acid methylester COC(COC=1C=CC(=C2C=CC=NC12)Cl)=O